N-(1,1'-biphenyl-2-yl)-N-(3'',5',5''-tri-tert-butyl-1,1':3,1''-terphenyl-5-yl)-9,9-dimethyl-9H-fluoren-2-amine C1(=C(C=CC=C1)N(C1=CC=2C(C3=CC=CC=C3C2C=C1)(C)C)C=1C=C(C=C(C1)C1=CC=CC(=C1)C(C)(C)C)C1=CC(=CC(=C1)C(C)(C)C)C(C)(C)C)C1=CC=CC=C1